ClC1=C(C=NC=C1)NC=1C=C2N=CC=NC2=C(C1)C=1C=C2C=CN(C2=CC1)C N-(4-chloropyridin-3-yl)-8-(1-methyl-1H-indol-5-yl)quinoxalin-6-amine